(R)-3-((S)-3-(3-bromo-5-methoxyphenyl)-1-(tert-butoxy)-1-oxopropane-2-yl)pyrrolidine-1-carboxylic acid tert-butyl ester C(C)(C)(C)OC(=O)N1C[C@H](CC1)[C@@H](C(=O)OC(C)(C)C)CC1=CC(=CC(=C1)OC)Br